7-(2-carboxyethyl)-9H-carbazole C(=O)(O)CCC1=CC=C2C=3C=CC=CC3NC2=C1